FC(=C(C(C(C(C(C(C(F)(F)F)(F)F)(F)F)(F)F)(F)F)(F)F)F)F 1,1,2,3,3,4,4,5,5,6,6,7,7,8,8,8-hexadecafluoro-1-octene